[Si](C)(C)(C(C)(C)C)O[C@H]1[C@@H](O[C@@H]([C@H]1OC#C)CO[Si](C)(C)C(C)(C)C)N1C(NC(C=C1)=O)=O 1-((2R,3R,4R,5R)-3-((tert-butyldimethylsilyl)oxy)-5-(((tert-butyldimethylsilyl)oxy)methyl)-4-(ethynyloxy)tetrahydrofuran-2-yl)pyrimidine-2,4(1H,3H)-dione